5-fluoro-2-methyl-4-(4,4,4-trifluorobutyl)quinazoline FC1=C2C(=NC(=NC2=CC=C1)C)CCCC(F)(F)F